CC1(NCCC2=C1N=C(N=C2N2[C@@H](COCC2)C)C2=C1C=CNC1=NC=C2)C (R)-8,8-Dimethyl-2-(1H-7-azaindol-4-yl)-4-(3-methylmorpholin-4-yl)-5,6,7,8-tetrahydropyrido[3,4-d]pyrimidine